8-(1-ethoxy-1-methylethyloxymethyloxycarbonyl)-tetracyclo[4.4.0.12,5.17,10]-3-dodecene C(C)OC(C)(C)OCOC(=O)C1C2C3C4C=CC(C3C(C1)C2)C4